BrCC#CC1=C2CCN(C2=CC=C1)C=1C=C(C=2N(N1)C(=CN2)C(=O)N[C@H]2[C@H](C2)F)NC 6-[4-(3-Bromoprop-1-yn-1-yl)-2,3-dihydroindol-1-yl]-N-[(1R,2S)-2-fluorocyclopropyl]-8-(methylamino)imidazo[1,2-b]pyridazine-3-carboxamide